Tribromotrifluoroethane BrC(C(F)(F)F)(Br)Br